(S)-N-(1-amino-3-(3-fluorophenyl)propan-2-yl)-5-(5-methyl-7-oxo-5,6,7,8-tetrahydronaphthyridin-4-yl)thiophene-3-carboxamide NCC(CC1=CC(=CC=C1)F)NC(=O)C1=CSC(=C1)C1=CC=NC=2NC(C[C@@H](C12)C)=O